N=1NCN2C1CCCC2C(=O)O 2,3,5,6,7,8-hexahydro[1,2,4]triazolo[4,3-a]pyridine-5-carboxylic acid